6-(naphthalen-1-yl)-1,3-bis(piperazin-1-yl)-5,6,7,8-tetrahydro-2,6-naphthyridine-4-carbonitrile hydrochloride Cl.C1(=CC=CC2=CC=CC=C12)N1CC=2C(=C(N=C(C2CC1)N1CCNCC1)N1CCNCC1)C#N